CSC(C(=O)N1C(CCCC1)C=1NC(=CN1)C1=CC=CC=C1)C 2-(methylthio)-1-(2-(5-phenyl-1H-imidazol-2-yl)piperidin-1-yl)propan-1-one